N1=C(C=CC=C1)C(=O)[O-].[NH+]1=CC=CC=C1 pyridinium (pyridinate)